BrC1=CC2=C(C(C3=C(N(S2(=O)=O)C)C=CC=C3)NCCCOC)C=C1 3-Bromo-11-((3-methoxypropyl)amino)-6-methyl-6,11-dihydrodibenzo[c,f][1,2]thiazepine 5,5-dioxide